C1(=CC=CC=C1)C1=CC(=NC2=CC(=CC=C12)N)C(F)(F)F 4-phenyl-2-(trifluoromethyl)quinoline-7-amine